C(C1=CC=CC=C1)(=O)OC(COC1=CC=CC=C1)C 1-phenoxy-2-propyl benzoate